(R)-7-((3-(8-amino-5-methylpyrido[3,4-d]pyrimidin-2-yl)phenyl)ethynyl)-6,7-dihydro-5H-cyclopenta[b]pyridin-7-ol NC1=NC=C(C2=C1N=C(N=C2)C=2C=C(C=CC2)C#C[C@@]2(CCC=1C2=NC=CC1)O)C